ethyl-3-(2-amino-[1,2,4]triazolo[1,5-a]pyridin-7-yl)-N-(3-(4-chlorophenyl)-2-fluoro-3-hydroxypropyl)-2-fluoro-6-methylbenzamide trifluoroacetate FC(C(=O)O)(F)F.C(C)C1=C(C(=C(C(=O)NCC(C(O)C2=CC=C(C=C2)Cl)F)C(=C1)C)F)C1=CC=2N(C=C1)N=C(N2)N